(R)-2-amino-6-mercapto-4-(4-(2-(methoxy-d3)propoxy)phenyl)pyridine-3,5-dicarbonitrile NC1=NC(=C(C(=C1C#N)C1=CC=C(C=C1)OC[C@@H](C)OC([2H])([2H])[2H])C#N)S